OC1CN(C1)C(=O)O[C@@H]1CC[C@H](CC1)C(N(C[C@@H]1CC[C@H](CC1)C1=CC(=C(C=C1)OC)C)C1=CC(=CC=C1)C=1C=NN(C1)C1CC1)=O trans-4-((3-(1-Cyclopropyl-1H-pyrazol-4-yl)phenyl) ((trans-4-(4-methoxy-3-methylphenyl)-cyclohexyl)-methyl)carbamoyl)cyclohexyl 3-hydroxyazetidine-1-carboxylate